(Z)-3-fluoro-4-(pyridin-2-ylsulfonyl)but-2-en-1-amine F\C(=C/CN)\CS(=O)(=O)C1=NC=CC=C1